C(C)N(CCC[Sn](C)C)CC (3-diethylaminopropyl)dimethyl-tin